CC(C)=CCC 2-Methyl-2-penten